(s)-6-(2-methylpyrrolidin-1-yl)pyridin-3-amine C[C@@H]1N(CCC1)C1=CC=C(C=N1)N